N-[3-[2-(difluoromethoxy)-5-methylsulfanyl-phenyl]-1-[2-(oxetan-3-ylamino)ethyl]pyrazol-4-yl]pyrazolo[1,5-a]pyrimidine-3-carboxamide FC(OC1=C(C=C(C=C1)SC)C1=NN(C=C1NC(=O)C=1C=NN2C1N=CC=C2)CCNC2COC2)F